N-[4-(4-amino-5-{3-methoxy-4-[(4-methylpyrimidin-2-yl)oxy]phenyl}-7-methyl-5H-pyrrolo[3,2-d]pyrimidin-6-yl)phenyl]-3-(benzenesulfonyl)propanamide NC=1C2=C(N=CN1)C(=C(N2C2=CC(=C(C=C2)OC2=NC=CC(=N2)C)OC)C2=CC=C(C=C2)NC(CCS(=O)(=O)C2=CC=CC=C2)=O)C